Trans-5-(3-(3-bromo-4,5-dichlorophenyl)-2,2-dichloropropane-1-carboxamido)-2-chloro-N-(2,4-difluorophenyl)benzamide BrC=1C=C(C=C(C1Cl)Cl)CC(CC(=O)NC=1C=CC(=C(C(=O)NC2=C(C=C(C=C2)F)F)C1)Cl)(Cl)Cl